COC1=CC(=C(C=C1OC)CCO)CCCCOC1OCCCC1 2-(4,5-dimethoxy-2-(4-((tetrahydro-2H-pyran-2-yl)oxy)butyl)phenyl)ethan-1-ol